2,2,6,6-tetramethylpiperidin-4-yl hexadecanoate 2,2,6,6-tetramethylpiperidin-4-yl-octadecanoate CC1(NC(CC(C1)OC(CCCCCCCCCCCCCCCCC)=O)(C)C)C.C(CCCCCCCCCCCCCCC)(=O)OC1CC(NC(C1)(C)C)(C)C